C[C@H]1C(OC(=O)C[C@H](N1)[C@@H]([C@@H](C(=O)N[C@@H](CC(C)C)[C@@H]2CC3=C(C(=CC=C3)O)C(=O)O2)O)O)(C)O The molecule is a member of the class of isocoumarins isolated from the marine fungus Alternaria tenuis and has been shown to exhibit cytotoxic activities. It has a role as an antineoplastic agent, a marine metabolite and a fungal metabolite. It is a member of isocoumarins, a secondary alcohol, a tertiary alcohol and a monocarboxylic acid amide.